Oleic anhydride C(CCCCCCC\C=C/CCCCCCCC)(=O)OC(CCCCCCC\C=C/CCCCCCCC)=O